5-Bromo-2-((5-methoxy-4-(4-methoxypiperidin-1-yl)-2-methylphenyl)amino)pyrimidine BrC=1C=NC(=NC1)NC1=C(C=C(C(=C1)OC)N1CCC(CC1)OC)C